ClC=1C(=NC(=NC1)NC1=NC=NC(=C1)OC)C1=CC=C2CN(C(C2=C1)=O)[C@@H](C(=O)N[C@H](CO)C1=CC(=CC(=C1)OC)F)C (2R)-2-(6-{5-Chloro-2-[(6-methoxypyrimidin-4-yl)amino]pyrimidin-4-yl}-1-oxo-2,3-dihydro-1H-isoindol-2-yl)-N-[(1S)-1-(3-fluoro-5-methoxyphenyl)-2-hydroxyethyl]propanamid